4-[5-[(1S)-2-amino-1-hydroxyethyl]pyrimidin-2-yl]-3-[2-methyl-6-[(2S)-2-methylmorpholin-4-yl]pyrimidin-4-yl]oxybenzonitrile NC[C@@H](O)C=1C=NC(=NC1)C1=C(C=C(C#N)C=C1)OC1=NC(=NC(=C1)N1C[C@@H](OCC1)C)C